O=C1N(CCC(N1)=O)N1C(C2=CC=C(C=C2C1=O)CN1CCN(CC1)C=1N=C(C2=C(N1)C=CS2)SN2CCOCC2)=O 2-(2,4-Dioxotetrahydropyrimidin-1(2H)-yl)-5-((4-(4-morpholinothiothieno[3,2-d]pyrimidin-2-yl)piperazin-1-yl)methyl)isoindoline-1,3-dione